[2-Benzyloxy-4-(3-fluoro-2-methylbenzylamino)-phenyl]carbamic acid ethyl ester C(C)OC(NC1=C(C=C(C=C1)NCC1=C(C(=CC=C1)F)C)OCC1=CC=CC=C1)=O